C(C)OC(=O)C=1C(N(N=C(C1)C1=CC=C(C=C1)Cl)C=1C=NNC1)=O.C(#N)C1=C(OC=2C3=CC=CC=C3C(=C3C=CC=CC23)C2=C(C=C(C=C2)[N+](=O)[O-])C#N)C=CC(=C1)[N+](=O)[O-] 9-(2-cyano-4-nitrophenoxy)-10-(2-cyano-4-nitrophenyl)anthracene ethyl-6-(4-chlorophenyl)-3-oxo-2-(1H-pyrazol-4-yl)-2,3-dihydropyridazine-4-carboxylate